4-methyl-3-(2-(piperidin-1-yl)acetamido)thiophene-2-carboxylic acid sodium chloride [Cl-].[Na+].CC=1C(=C(SC1)C(=O)O)NC(CN1CCCCC1)=O